ClC1=C(OC=2C=C3CCN(C(C3=CC2)=O)C2=NC=CC=N2)C(=CC(=C1)[N+](=O)[O-])Cl 6-(2,6-dichloro-4-nitrophenoxy)-2-(pyrimidin-2-yl)-3,4-dihydroisoquinolin-1(2H)-one